C(C)N1CCC2(CN(CCO2)C2=C(C(=CC=C2\C=C(\C2=NC(=CN=C2)C2=CN=NC=C2)/F)OC2=CC(=CC=C2)F)C(F)(F)F)CC1 (Z)-9-Ethyl-4-(6-(2-fluoro-2-(6-(pyridazin-4-yl)pyrazin-2-yl)vinyl)-3-(3-fluorophenoxy)-2-(trifluoromethyl)phenyl)-1-oxa-4,9-diazaspiro[5.5]undecane